9,10-bis[2-(4-formylphenyl)vinyl]anthracene C(=O)C1=CC=C(C=C1)C=CC=1C2=CC=CC=C2C(=C2C=CC=CC12)C=CC1=CC=C(C=C1)C=O